3-(2-chloro-5-fluoro-7H-pyrrolo[2,3-d]pyrimidin-7-yl)bicyclo[2.2.2]oct-5-ene-2-carboxylic acid ethyl ester C(C)OC(=O)C1C2C=CC(C1N1C=C(C3=C1N=C(N=C3)Cl)F)CC2